methyl 5,6-dichloro-4-methyl-2-cyclohexene-1-carboxylate ClC1C(C=CC(C1Cl)C(=O)OC)C